ClC=1C=C(C=C(C1OC1=CC2=C(NC(CO2)=O)C=C1)Cl)N1NC(NC(C1C#N)=O)=O [3,5-dichloro-4-[(3-oxo-4H-1,4-benzoxazin-7-yl)oxy]phenyl]-3,5-dioxo-1,2,4-triazine-6-carbonitrile